tert-Butyl ((s)-1-(((s)-1-cyclohexyl-2-((S)-2-(fluorocarbonyl)pyrrolidin-1-yl)-2-oxoethyl)amino)-1-oxopropan-2-yl)(methyl)carbamate C1(CCCCC1)[C@@H](C(=O)N1[C@@H](CCC1)C(=O)F)NC([C@H](C)N(C(OC(C)(C)C)=O)C)=O